S(=O)(=O)([O-])[O-].[Na+].CCS(=O)(=O)CC.[Na+] beta-ethyl sulfone sodium sulfate